C(#N)C1=CC=C(C=C1)CC(=O)N1CC2(CN(C2)C2=NC=NC=C2OC2=C(C(=O)N(C(C)C)C(C)C)C=C(C=C2)F)CC1 2-((4-(6-(2-(4-cyanophenyl)acetyl)-2,6-diazaspiro[3.4]octan-2-yl)pyrimidin-5-yl)oxy)-5-fluoro-N,N-diisopropylbenzamide